[Na+].N1=C(C=CC=C1)C1=C(N(C=C1)S(N)(=O)=O)C(=O)[O-] 3-(2-pyridinyl)-1-sulfamoyl-pyrrole-2-carboxylic acid sodium salt